F[C@H]1C[C@@H](C(C1)C=1C=CC=2N(N1)C(=CN2)C(=O)Cl)C2=C(C=CC(=C2)F)SC 6-[(2S,4S)-4-fluoro-2-[5-fluoro-2-(methylsulfanyl)phenyl]cyclopentyl]imidazo[1,2-b]pyridazine-3-carbonyl chloride